FC(CC1(N(CCC1)C(=O)OC(C)(C)C)C(=O)OC)F 1-(tert-butyl) 2-methyl 2-(2,2-difluoroethyl)pyrrolidine-1,2-dicarboxylate